(2R,5'S)-7-bromo-3-oxo-3,4-dihydrospiro[benzo[b][1,4]oxazine-2,3'-pyrrolidine] BrC=1C=CC2=C(O[C@]3(CNCC3)C(N2)=O)C1